NC1=CC2=C(OCC2)C=C1 5-amino-2,3-dihydrobenzo[b]furan